ClC1=C(C=C(OCC(=O)NC23CC(C2)(C3)C(=O)NCCCC=3C=NC=CC3)C=C1)F 3-[2-(4-chloro-3-fluorophenoxy)acetamido]-N-[3-(pyridin-3-yl)propyl]bicyclo[1.1.1]pentane-1-carboxamide